C(C)(C)(C)C1CCC(CC1)N(S(=O)(=O)C1=CC=2C(C3=CC(=CC=C3C(C2C=C1)=O)S(=O)(=O)NC1CCC(CC1)C(C)(C)C)=O)CCCN(C)C N2,N7-bis(4-tert-butylcyclohexyl)-N2-(3-(dimethylamino)propyl)-9,10-dioxo-9,10-dihydroanthracene-2,7-disulfonamide